C1CSC(=C1)N Aminothiolen